2-((4-(2-(4-Chlorobenzofuran-7-yl)-2-methylbenzo[d][1,3]dioxolan-4-yl)-3,6-Dihydropyridin-1(2H)-yl)methyl)-1-(((S)-oxetan-2-yl)methyl)-1H-benzo[d]imidazole ClC1=CC=C(C2=C1C=CO2)C2(OC1=C(O2)C=CC=C1C=1CCN(CC1)CC1=NC2=C(N1C[C@H]1OCC1)C=CC=C2)C